N1=CC(=CC=C1)C=1C=C(C[N+]2=NOC(=C2)[N-]C(NC2=CC(=CC=C2)C(F)(F)F)=O)C=CC1 (3-(3-(pyridin-3-yl)benzyl)-1,2,3-oxadiazol-3-ium-5-yl)((3-(trifluoromethyl)phenyl)carbamoyl)amide